benzylideneammonia C(C1=CC=CC=C1)=N